N[C@H](C(=O)N1[C@@H](C[C@H](C1)O)C(=O)NCC1=CC=C(C=C1)C1=C(N=CS1)C)C(C)(C)C (2S,4R)-1-[(2S)-2-amino-3,3-dimethylbutanoyl]-4-hydroxy-N-{[4-(4-methyl-1,3-thiazol-5-yl)phenyl]-methyl}pyrrolidine-2-carboxamide